tin-indium-bismuth [Bi].[In].[Sn]